2-(2-(N-hydroxyethyl-N-methylamino)ethoxy)-4,6-bis(trichloromethyl)-s-triazine OCCN(C)CCOC1=NC(=NC(=N1)C(Cl)(Cl)Cl)C(Cl)(Cl)Cl